4-azabenzimidazole N1=CNC2=C1C=CC=N2